4-bromo-1-(1-(pyridin-2-yl)ethyl)-1,2-dihydropyridin-2-one BrC1=CC(N(C=C1)C(C)C1=NC=CC=C1)=O